4-[(2,6-dibromophenoxyethylsulfanyl)methyl]1,3-dihydroimidazole-2-thione BrC1=C(OCCSCC=2NC(NC2)=S)C(=CC=C1)Br